O=C1NC(CCC1C1=NN(C2=C(C=CC=C12)OCC(=O)NC1=C(C2=C(S1)CCCC2)C(=O)OC)C)=O methyl 2-(2-((3-(2,6-dioxopiperidin-3-yl)-1-methyl-1H-indazol-7-yl)oxy)-acetamido)-4,5,6,7-tetrahydrobenzo[b]thiophene-3-carboxylate